FC1=C(C=C(C=C1)N1N=C(C=C1)CC(=O)OC)OC methyl 2-[1-(4-fluoro-3-methoxyphenyl)-1H-pyrazol-3-yl]acetate